2-(6-((4-ethylpyridin-2-yl)amino)-2-(pyridin-3-yl)pyrimidin-4-yl)-N-methyl-2-azaspiro[4.5]decane-7-carboxamide C(C)C1=CC(=NC=C1)NC1=CC(=NC(=N1)C=1C=NC=CC1)N1CC2(CC1)CC(CCC2)C(=O)NC